2-(2-Benzyloxy-4-methylsulfonyl-phenyl)-4,4,5,5-tetramethyl-1,3,2-dioxaborolane C(C1=CC=CC=C1)OC1=C(C=CC(=C1)S(=O)(=O)C)B1OC(C(O1)(C)C)(C)C